CC1=C(C=CC(=C1)C)C(CNC(=O)C1=CN=NC=C1C)(F)F N-[2-(2,4-dimethylphenyl)-2,2-difluoroethyl]-5-methylpyridazine-4-carboxamide